N1[C@H](CC2=CC=CC=C12)C(=O)O (R)-indoline-2-carboxylic acid